1-(trans-2-cyanocyclopentyl)-3-((1-hydroxy-1,3-dihydrobenzo[c][1,2]oxaborol-5-yl)amino)-1H-pyrazole-4-carboxamide C(#N)[C@H]1[C@@H](CCC1)N1N=C(C(=C1)C(=O)N)NC1=CC2=C(B(OC2)O)C=C1